CC1=C(C(=CC(=C1)C)C)N1C(N(CC1)C1=C(C=C(C=C1C)C)C)=[Ru-6](=CC1=CC=CC=C1)(Cl)(Cl)=C1N(CCN1C1=C(C=C(C=C1C)C)C)C1=C(C=C(C=C1C)C)C Bis[1,3-bis(2,4,6-trimethylphenyl)-2-imidazolidinylidene]dichloro(benzylidene)ruthenium (II)